N1=CN=CC2=C1NC=C2C#N 7H-pyrrolo[2,3-d]pyrimidine-5-carbonitrile